4-(1,1-dimethylpropyl)cyclohexanone tert-Butyl-L-prolinate C(C)(C)(C)N1[C@@H](CCC1)C(=O)O.CC(CC)(C)C1CCC(CC1)=O